(R)-2-(7-Chloro-1H-indole-2-carboxamido)-3-(trimethylsilyl)propanoic acid ClC=1C=CC=C2C=C(NC12)C(=O)N[C@H](C(=O)O)C[Si](C)(C)C